5-(3'-Methyl-2'-oxo-2',3'-dihydrospiro[cyclobutane-1,1'-pyrrolo[2,3-c]quinolin]-8'-yl)-2-(1-methylpiperidin-4-yl)pyridin CN1C(C2(C3=C1C=NC=1C=CC(=CC31)C=3C=CC(=NC3)C3CCN(CC3)C)CCC2)=O